COC=1C=C(C=CC1)C=1N=NN(C1)C1=CC=CC2=CC=CC=C12 4-(4-(3-methoxyphenyl)-1H-1,2,3-triazol-1-yl)naphthalene